BrC=1C=C2C(=NC1)N(C(=N2)C2=NN(C=1C[C@@]3([C@H](CC21)C3)C)COCC[Si](C)(C)C)COCC[Si](C)(C)C (4aS,5aR)-3-(6-bromo-3-((2-(trimethylsilyl)ethoxy)methyl)-3H-imidazo[4,5-b]pyridin-2-yl)-5a-methyl-1-((2-(trimethylsilyl)ethoxy)methyl)-1,4,4a,5,5a,6-hexahydrocyclopropa[f]indazole